6-Benzyl-AminoPurine C(C1=CC=CC=C1)C1=C2NC=NC2=NC(=N1)N